C(C1=CC=CC=C1)[C@H]1N(CCN(C1)S(=O)(=O)C)C1=NC=C2C(=N1)N(N=C2C=2C(=C(C(=C(C#N)C2)F)O)F)C (R)-5-(6-(2-Benzyl-4-(methylsulfonyl)piperazin-1-yl)-1-methyl-1H-pyrazolo[3,4-d]pyrimidin-3-yl)-2,4-difluoro-3-hydroxybenzonitrile